(Z)-6-(5-fluoro-2-oxoindolin-3-ylidene)-2-methyl-N-((1-methylazetidin-3-yl)methyl)-1,4,5,6-tetrahydrocyclopenta[b]pyrrole-3-carboxamide FC=1C=C2/C(/C(NC2=CC1)=O)=C/1\CCC2=C1NC(=C2C(=O)NCC2CN(C2)C)C